C1(CCCC1)C(C=1C=C(C(=O)O)C=CN1)O 2-(cyclopentyl-(hydroxy)methyl)isonicotinic acid